O=C1NCCC(C1)C(=O)O 2-OXOPIPERIDINE-4-CARBOXYLIC ACID